ClC1=C(C=C(C=C1)F)C1(N(C(C=2C1=C(C=C1C(=NNC21)OC)[N+](=O)[O-])=O)CC2=CC=C(C=C2)OC)O 6-(2-chloro-5-fluorophenyl)-6-hydroxy-3-methoxy-7-[(4-methoxyphenyl)methyl]-5-nitro-1,6,7,8-tetrahydropyrrolo[4,3-g]indazol-8-one